1-(5-(4-AMINO-7-CYCLOPROPYL-7H-PYRROLO[2,3-D]PYRIMIDIN-5-YL)-2-FLUOROIMIDAZO[1,2-A]PYRIDIN-8-YL)-3-(5-(1-(TRIFLUOROMETHYL)CYCLOPROPYL)ISOXAZOL-3-YL)UREA NC=1C2=C(N=CN1)N(C=C2C2=CC=C(C=1N2C=C(N1)F)NC(=O)NC1=NOC(=C1)C1(CC1)C(F)(F)F)C1CC1